N-3-bromophenylformamide BrC=1C=C(C=CC1)NC=O